4-(4-bromo-2-oxo-2,3-dihydro-1H-1,3-benzodiazol-1-yl)-N-(3-hydroxy-4-methylphenyl)cyclohexane-1-carboxamide BrC1=CC=CC=2N(C(NC21)=O)C2CCC(CC2)C(=O)NC2=CC(=C(C=C2)C)O